N-(4-bromo-2,5-difluorophenyl)-4-(difluoromethyl)-5-(thiazol-2-yl)-1H-pyrrol-3-sulfonamide BrC1=CC(=C(C=C1F)NS(=O)(=O)C1=CNC(=C1C(F)F)C=1SC=CN1)F